2,4,6-triisopropylphenyl-sulfonamide potassium bisphenolate C1(=CC=CC=C1)[O-].C1(=CC=CC=C1)[O-].[K+].C(C)(C)C1=C(C(=CC(=C1)C(C)C)C(C)C)S(=O)(=O)N.[K+]